F[C@@H]1[C@@H]([C@H]2CN([C@@]1(C2)C)C)OC2=CC=C(N=N2)C2=C(C=C(C=C2)C2=CC(=NC=C2)OC([2H])([2H])[2H])O 2-(6-(((1R,4R,5R,6S)-6-fluoro-1,2-dimethyl-2-azabicyclo[2.2.1]heptan-5-yl)oxy)pyridazin-3-yl)-5-(2-(methoxy-d3)pyridin-4-yl)phenol